((6-chloro-2,4-dioxo-3,4-dihydropyrimidin-1(2H)-yl) methyl) piperidine-1-carboxylate N1(CCCCC1)C(=O)OCN1C(NC(C=C1Cl)=O)=O